SCCC(=O)OCCOCCOCCOCCOCCCCCC 2-[2-[2-(2-Hexyloxyethoxy) Ethoxy]Ethoxy]Ethyl 3-Mercaptopropionate